C(C)OCN(C1=NC(=NC(=N1)N(COCC)COCC)N)COCC N,N,N',N'-tetraethoxymethyl-[1,3,5]triazine-2,4,6-triamine